C1(CCCCC1)P(C1(C(=CC=CC1)C1=CC=CC=C1)N(C)C)C1CCCCC1 2-dicyclohexylphosphino-2-(N,N-dimethylamino)biphenyl